(4-(3-chloro-2-(trifluoromethyl)phenyl)piperidin-1-yl)methanone ClC=1C(=C(C=CC1)C1CCN(CC1)C=O)C(F)(F)F